CN(CC(=O)O)C(=O)OC=1C=CC(=C2C=CC=NC12)[N+](=O)[O-] N-methyl-N-(((5-nitroquinolin-8-yl)oxy)carbonyl)glycine